2,5-diaminopyrimidine NC1=NC=C(C=N1)N